N-butyl-3-(3,3-dimethylbutyl)-6-oxohexahydropyrimidine-4-carboxamide C(CCC)NC(=O)C1N(CNC(C1)=O)CCC(C)(C)C